FC=1C(=C(C(=CC1)C1=CC(=NC=C1)OC)NC(=O)N=[S@@](=O)(N)C=1C=NN2C1OC(C2)(C)C)C (S)-N'-((3-fluoro-6-(2-methoxypyridin-4-yl)-2-methylphenyl)carbamoyl)-2,2-dimethyl-2,3-dihydropyrazolo[5,1-b]oxazole-7-sulfonimidamide